BrC1=CC=NC=2NC3=CC(=CC=C3C21)S(=O)(=O)NC2(CC2)C 4-Bromo-N-(1-methylcyclopropyl)-9H-pyrido[2,3-b]indole-7-sulfonamide